C(C=C)(=O)OCCCCCCOC1=CC=C(C=C1)C1=CC(=C(C#N)C=C1)C(=O)O 4-[4-[6-Acryloxyhex-1-yl]oxyphenyl]carboxybenzonitrile